4-bromo-5,6,7,8-tetrahydro-1H-benzo[f]indazole BrC1=C2C=NNC2=CC2=C1CCCC2